ClC1=C2C(N(C(NC2=C(C=C1)S(=O)(=O)C1=CC=C2C=CN(C2=C1)CCCOC)=O)O)=O 5-chloro-3-hydroxy-8-((1-(3-methoxypropyl)-1H-indol-6-yl)sulfonyl)quinazoline-2,4(1H,3H)-dione